N-(4-cyano-2-fluorophenyl)-5-(1-methyl-2-oxopyridin-3-yl)-1H-pyrrole-3-sulfonamide C(#N)C1=CC(=C(C=C1)NS(=O)(=O)C1=CNC(=C1)C=1C(N(C=CC1)C)=O)F